O1C=C(C=C1)C(/C=C(/C=O)\C)(CC=C(C)C)C (E)-4-(furan-3-yl)-2,4,7-trimethylocta-2,6-dienal